(E)-2-methyl-prop-2-enoic acid ethyl ester C(C)OC(C(=C)C)=O